N-[[2-[4-[(5-cyclopentyl-1H-pyrazol-3-yl)amino]-6,7-dihydro-5H-cyclopenta[d]pyrimidin-2-yl]-2-azabicyclo[2.1.1]hex-4-yl]methyl]-N-methyl-carbamic acid benzyl ester C(C1=CC=CC=C1)OC(N(C)CC12CN(C(C1)C2)C=2N=C(C1=C(N2)CCC1)NC1=NNC(=C1)C1CCCC1)=O